ClC=1C(=C(C=C(C1)F)[C@@H]1N(OCC1)C1=CC(=NC=N1)NC=1C(=CC(=C(C1)NC(C=C)=O)N1CCC(CC1)N1CCN(CC1)C1CC1)OC)F N-(5-((6-((R)-3-(3-chloro-2,5-difluorophenyl)isoxazolidine-2-yl)pyrimidine-4-yl)amino)-2-(4-(4-cyclopropylpiperazine-1-yl)piperidine-1-yl)-4-methoxyphenyl)acrylamide